hydroxy-6-oxo-cholanic acid OC(C(=O)O)C[C@@H](C)[C@H]1CC[C@H]2[C@@H]3CC(C4CCCC[C@]4(C)[C@H]3CC[C@]12C)=O